C[C@@H]1N([C@@H](CCC1)C)CC1=CSC2=C1N=C(N=C2N2[C@@H](COCC2)C)C2=C1C(=NC=C2)NC=C1 (R)-4-(7-(((cis)-2,6-dimethylpiperidin-1-yl)methyl)-2-(1H-pyrrolo[2,3-b]pyridin-4-yl)thieno[3,2-d]pyrimidin-4-yl)-3-methylmorpholine